2-methylene-butanoate C=C(C(=O)[O-])CC